3,3-dimercaptomethyl-oxetane SCC1(COC1)CS